Cl.CNC[C@@H]1OCCC2=C(C=CC=C12)C=1OC=CN1 (R)-N-Methyl-1-(5-(oxazol-2-yl)isochroman-1-yl)methanamine hydrochloride salt